ClC1=CC(=C(COC2=NC=3CN(CCC3C=C2C(F)(F)F)CC=2N(C3=C(N2)SC(=C3)C(=O)OC)C[C@H]3OCC3)C=C1)F methyl (S)-2-((2-((4-chloro-2-fluorobenzyl)oxy)-3-(trifluoromethyl)-5,8-dihydro-1,7-naphthyridin-7(6H)-yl)methyl)-1-(oxetan-2-ylmethyl)-1H-thieno[2,3-d]imidazole-5-carboxylate